di(dichloro-penta-fluorobutanoyl) peroxide ClC(C(C(=O)OOC(C(C(C(F)(F)F)(Cl)Cl)(F)F)=O)(F)F)(C(F)(F)F)Cl